butadiene monooxide C1C(C=C)O1